ClC=1C(=C(C=C(C1)Cl)O)C=1N=NC(=CC1)N1CCS(CC1)=O 3,5-dichloro-2-[6-(1-oxo-1,4-thiazinan-4-yl)pyridazin-3-yl]phenol